C(=CC=CCCCC)O 1-octadien-ol